IC1=CC=C(C=C1)N1N=CC(=C1)N (4-iodophenyl)-1H-pyrazol-4-amine